3-(3-amino-3-methylbutan-2-ylidene)azetidine-1-carboxylic acid NC(C(C)=C1CN(C1)C(=O)O)(C)C